3-butyl-7-(ethylsulfanyl)-5-(4-fluorophenyl)-8-hydroxy-2-(4-methoxybenzyl)-2,3,4,5-tetrahydro-1,2,5-benzothiadiazepine 1,1-dioxide C(CCC)C1N(S(C2=C(N(C1)C1=CC=C(C=C1)F)C=C(C(=C2)O)SCC)(=O)=O)CC2=CC=C(C=C2)OC